CC(C(C)O)(N)C dimethylpropan-2-olamine